C(CC(O)(C(=O)O)CC(=O)O)(=O)O.C(CC(O)(C(=O)OCC)CC(=O)OCC)(=O)OCC triethyl citrate (citrate)